CC=1N=COC1C1=NN=C(O1)C1=C(NC2=CC=C(C=C2)C(F)(F)F)C=CC=C1 2-(5-(4-methyloxazol-5-yl)-1,3,4-oxadiazol-2-yl)-N-(4-(trifluoromethyl)phenyl)aniline